5-(3-(3-(2,2,2-Trifluoro-1-hydroxy-1-phenylethyl)-1H-1,2,4-triazol-5-yl)phenoxy)-1H-indole-4-carboxamide FC(C(C1=CC=CC=C1)(O)C1=NNC(=N1)C=1C=C(OC2=C(C=3C=CNC3C=C2)C(=O)N)C=CC1)(F)F